trans-mercaptoaspartic acid SN[C@@H](CC(=O)O)C(=O)O